methyl (2-chlorophenyl) ((S)-2-((3-cyano-5-fluorobenzyl)oxy)-3-(hexadecyloxy)propyl) phosphate P(=O)(OC)(OC1=C(C=CC=C1)Cl)OC[C@H](COCCCCCCCCCCCCCCCC)OCC1=CC(=CC(=C1)F)C#N